C[C@@H]1NC[C@H](N(C1)[C@@H](C)C=1C=C2N=C(C=NC2=CC1)C)C (2S,5R)-2,5-dimethyl-4-((S)-1-(3-methylquinoxalin-6-yl)ethyl)piperazine